N-(4-((S)-3-(((S)-1-(3-chlorophenyl)propan-2-yl)amino)-2-hydroxypropoxy)phenyl)-N-methyl-methanesulfonamide ClC=1C=C(C=CC1)C[C@H](C)NC[C@@H](COC1=CC=C(C=C1)N(S(=O)(=O)C)C)O